NC1=C(C=C(C=N1)C=1N=C(N(C1)C12CC(C1)(C2)N2CCC(CC2)(F)F)[C@@H](C(F)(F)F)O)C(F)(F)F (S)-1-(4-(6-amino-5-(trifluoromethyl)pyridin-3-yl)-1-(3-(4,4-difluoropiperidin-1-yl)bicyclo[1.1.1]pentan-1-yl)-1H-imidazol-2-yl)-2,2,2-trifluoroethanol